3-nitro-4-(piperidin-1-yl)benzoyl chloride [N+](=O)([O-])C=1C=C(C(=O)Cl)C=CC1N1CCCCC1